FC(C)(F)C1=CC=2N(C=C1)C(=CN2)C(=O)NC2=C(C=CC(=C2)C2=NN(C=N2)C)C 7-(1,1-Difluoroethyl)-N-(2-methyl-5-(1-methyl-1H-1,2,4-triazol-3-yl)phenyl)imidazo[1,2-a]pyridine-3-carboxamide